COC1=CC=C(C=C1)S(=O)(=O)N(CC=1C=NC=CC1)[C@@H](C(=O)NO)C(C)C 2(R)-[4-methoxy-N-(3-pyridylmethyl)phenylsulfonamido]-3-methylbutyrohydroxamic acid